[Ru](Cl)(Cl)Cl.C(C)#N.C(C)#N.C(C)#N tris(acetonitrile) ruthenium trichloride